(l)-Lysine N[C@@H](CCCCN)C(=O)O